tert-Butyl 2-(5-(2-cyanopyridin-4-yl)-2,3-dihydro-1H-inden-4-yl)acetate C(#N)C1=NC=CC(=C1)C=1C(=C2CCCC2=CC1)CC(=O)OC(C)(C)C